[4-(difluoromethoxy)phenyl]hydrazine tert-Butyl-((trans)-3-(2-(methoxy(methyl)amino)-2-oxoethyl)cyclobutyl)carbamate C(C)(C)(C)N(C(O)=O)[C@@H]1C[C@H](C1)CC(=O)N(C)OC.FC(OC1=CC=C(C=C1)NN)F